FC=1C=C2C(=C(/C(/C2=CC1)=C/C1=CC=CC=2CCCCC12)C)CC(=O)O (Z)-2-(5-fluoro-2-methyl-1-((5,6,7,8-tetrahydronaphthalen-1-yl)methylene)-1H-inden-3-yl)acetic acid